C(C)C1N(CC2(CCC2)C1)S(=O)(=O)C1=CC(=NC=C1)OC 7-Ethyl-6-((2-methoxypyridin-4-yl)sulfonyl)-6-azaspiro[3.4]octane